N1=CN=C(C=2C1=CC=1OCC3NCCN(C1N2)C3)N 8,9,10,11-tetrahydro-7H-6,10-methanopyrimido[4',5':5,6]pyrido[3,2-b][1,4,7]oxadiazonin-4-amine